FC1([C@@H]2CCN(C[C@H]12)C1=C(C(=O)NC2=CC(=NC=C2)S(N)(=O)=O)C=C(C=N1)C(F)(F)F)F 2-((1r,6r)-7,7-difluoro-3-azabicyclo[4.1.0]hept-3-yl)-N-(2-sulfamoylpyridin-4-yl)-5-(trifluoromethyl)nicotinamide